OC(C)C=1C=C(C=C2C(N(C(=NC12)C1=CC=CC=C1)C)=O)C 8-(1-hydroxyethyl)-3,6-dimethyl-2-phenylquinazolin-4(3H)-one